N-(6-(4-isopropyl-4H-1,2,4-triazol-3-yl)pyridin-2-yl)-5-(4-(methylsulfonyl)phenyl)-1H-pyrrole-2-carboxamide C(C)(C)N1C(=NN=C1)C1=CC=CC(=N1)NC(=O)C=1NC(=CC1)C1=CC=C(C=C1)S(=O)(=O)C